CC1=NN2C(N=C(C(=C2C)C[C@H]2CN(CC2)C2=CC=C(C=C2)B2OC(C(O2)(C)C)(C)C)C)=N1 (R)-2,5,7-trimethyl-6-((1-(4-(4,4,5,5-tetramethyl-1,3,2-dioxaborolan-2-yl)phenyl)pyrrolidin-3-yl)methyl)-[1,2,4]Triazolo[1,5-a]-Pyrimidine